C(C)C=1N=C2N(C=C(C=C2)N2CCN(CC2)C(=O)C2CN(CC2)S(=O)(=O)C)C1N(C)C=1SC=C(N1)C1=CC=C(C=C1)F (4-(2-ethyl-3-((4-(4-fluorophenyl)thiazol-2-yl)(methyl)amino)imidazo[1,2-a]pyridin-6-yl)piperazin-1-yl)(1-(methylsulfonyl)pyrrolidin-3-yl)methanone